potassium 4-[(2,3-dihydrothieno[3,4-b]-[1,4]dioxin-2-yl)methoxy]-1-butanesulfonate O1C=2C(OCC1COCCCCS(=O)(=O)[O-])=CSC2.[K+]